1-(7-(3-fluoro-4-(trifluoromethyl)phenoxy)-3,4-dihydroisoquinolin-2(1H)-yl)-2-(1-meth-ylpyrrolidin-3-yl)ethan-1-one FC=1C=C(OC2=CC=C3CCN(CC3=C2)C(CC2CN(CC2)C)=O)C=CC1C(F)(F)F